(4-(4-chloroquinolin-7-yl)-3-fluorophenyl)(2-methylpiperidin-1-yl)methanone ClC1=CC=NC2=CC(=CC=C12)C1=C(C=C(C=C1)C(=O)N1C(CCCC1)C)F